C(C1=CC=CC=C1)OC=1C=CC(=C2C=CC(=CC12)C(=O)NS(=O)(=O)C1=C(C=CC(=C1)C(C)(C)C)OC)N1N=CC=C1 8-(benzyloxy)-N-((5-(tert-butyl)-2-methoxy-phenyl)sulfonyl)-5-(1H-pyrazol-1-yl)-2-naphthamide